2,6-dihydroxy-N-(4-methoxyphenyl)-5'-methyl-4-pentyl-1',2',3',4'-tetrahydro-[1,1'-biphenyl]-3-carboxamide OC1=C(C(=CC(=C1C(=O)NC1=CC=C(C=C1)OC)CCCCC)O)C1CCCC(=C1)C